7-ethylidene-4,21-diisopropyl-2-oxa-12,13-dithia-5,8,20,23-tetrazabicyclo[8.7.6]tricos-16-ene-3,6,9,19,22-pentone C(C)=C1C(NC(C(OC2C=CCCSSCC(C(N1)=O)NC(C(NC(C2)=O)C(C)C)=O)=O)C(C)C)=O